OC1=C(C=C(C=C1)C)CC1=CC(=C(C=C1)O)C (2-hydroxy-5-methylphenyl)(4-hydroxy-3-methylphenyl)methane